2-(3-Carboxybiphenyl-4-yl)-1,3-dioxo-2,3-dihydro-1H-isoindole-5-carboxylic acid C(=O)(O)C=1C=C(C=CC1N1C(C2=CC=C(C=C2C1=O)C(=O)O)=O)C1=CC=CC=C1